O1C(OCC1)C1CCN(CC1)C1=C(C=C(C=C1)NC=1N=C(N=NC1C(=O)N)SC)F 5-((4-(4-(1,3-dioxolan-2-yl)piperidine-1-yl)-3-fluorophenyl)amino)-3-(methylthio)-1,2,4-triazine-6-carboxamide